5-(4-chlorophenyl)-3-(1-methyl-1H-pyrazol-4-yl)pyrazine-2-carbonyl chloride ClC1=CC=C(C=C1)C=1N=C(C(=NC1)C(=O)Cl)C=1C=NN(C1)C